C1(CC1)C1=C(C(=NO1)C1=C(C=NC=C1Cl)Cl)/C=C/C1C2CN(CC12)C=1C=C2C(=NC1)C(=CN2C)C(=O)O (E)-6-(6-(2-(5-cyclopropyl-3-(3,5-dichloropyridin-4-yl)isoxazol-4-yl)vinyl)-3-azabicyclo[3.1.0]hex-3-yl)-1-methyl-1H-pyrrolo[3,2-b]pyridine-3-carboxylic acid